9,9',9'',9'''-(3,6-di(pyridin-4-yl)benzene-1,2,4,5-tetrayl)tetrakis(9H-carbazole) N1=CC=C(C=C1)C=1C(=C(C(=C(C1N1C2=CC=CC=C2C=2C=CC=CC12)N1C2=CC=CC=C2C=2C=CC=CC12)C1=CC=NC=C1)N1C2=CC=CC=C2C=2C=CC=CC12)N1C2=CC=CC=C2C=2C=CC=CC12